methyl 3-((2-chloro-4-((5-cyclopropyl-3-(2,6-dichlorophenyl) isoxazol-4-yl) methoxy) phenyl) ethynyl)-5-fluorobenzoate ClC1=C(C=CC(=C1)OCC=1C(=NOC1C1CC1)C1=C(C=CC=C1Cl)Cl)C#CC=1C=C(C(=O)OC)C=C(C1)F